CC(=O)N[C@@H]1[C@H]([C@H]([C@H](O[C@@H]1OP(=O)([O-])OP(=O)([O-])OC[C@@H]2[C@H]([C@H]([C@@H](O2)N3C=CC(=O)NC3=O)O)O)COS(=O)(=O)[O-])OS(=O)(=O)[O-])O The molecule is a UDP-N-acetyl-D-galactosamine 4,6-bissulfate(4-) in which the anomeric centre of the galactosamine fragment has alpha-configuration It is a conjugate base of an UDP-N-acetyl-alpha-D-galactosamine 4,6-bissulfate.